FC1(CN(CC1)[C@H]1[C@H](CCCC1)OC=1C=C2CN(C(C2=CC1)=O)C1C(NC(CC1)=O)=O)F 3-(5-(((1S,2R)-2-(3,3-difluoropyrrolidin-1-yl)cyclohexyl)oxy)-1-oxoisoindolin-2-yl)piperidine-2,6-dione